FC(OC1=C(C=C(N)C=C1)F)F 4-(difluoromethoxy)-3-fluoroaniline